methyl-2-chloro-5-(5-{[({[1-(4-chloro-3-fluorophenyl)-3-methyl-1H-1,2,4-triazol-5-yl]methyl}carbamoyl) amino]methyl}-3-methyl-1H-1,2,4-triazol-1-yl)benzoate COC(C1=C(C=CC(=C1)N1N=C(N=C1CNC(NCC1=NC(=NN1C1=CC(=C(C=C1)Cl)F)C)=O)C)Cl)=O